3-(2-methyl-2-nitropropyl)tetrahydro-2H-pyran-2-one CC(CC1C(OCCC1)=O)(C)[N+](=O)[O-]